Dinaphthyl-anthracen C1(=CC=CC2=CC=CC=C12)C=1C2=CC=CC=C2C(=C2C=CC=CC12)C1=CC=CC2=CC=CC=C12